ethyl 4-methyl-2-(3-(3-(2-methyl-2H-tetrazol-5-yl)benzamido)propanamido)thiazole-5-carboxylate CC=1N=C(SC1C(=O)OCC)NC(CCNC(C1=CC(=CC=C1)C=1N=NN(N1)C)=O)=O